(R)-N-(3-(2-(azetidin-3-yloxy)-6-morpholinopyridin-4-yl)-4-methylphenyl)-3-(trifluoromethoxy)pyrrolidine-1-carboxamide N1CC(C1)OC1=NC(=CC(=C1)C=1C=C(C=CC1C)NC(=O)N1C[C@@H](CC1)OC(F)(F)F)N1CCOCC1